2-(6-chloro-4-formyl-1H-pyrrolo[2,3-b]pyridin-1-yl)acetonitrile ClC1=CC(=C2C(=N1)N(C=C2)CC#N)C=O